1,3-bis(1-((1-methoxypropan-2-yl)oxy)prop-1-en-2-yl)benzene COCC(C)OC=C(C)C1=CC(=CC=C1)C(=COC(COC)C)C